FC(CN1N=C(C2=CC=C(C=C12)C(=O)O)C1=CC(=CC=C1)F)F 1-(2,2-difluoroethyl)-3-(3-fluorophenyl)-1H-indazole-6-carboxylic acid